C(=O)(O)CC1C=2C=CC=C(CNCCNCCN1)N2 carboxymethyl-3,6,9,15-tetraazabicyclo-[9.3.1]pentadec-1(15),11,13-triene